NCC=1C=C(C2=C(N(C=N2)C)C1NCCO)C1=CC=C(C=C1)OC(F)(F)F 2-((6-(aminomethyl)-1-methyl-4-(4-(trifluoromethoxy)phenyl)-1H-benzo[d]imidazol-7-yl)amino)ethan-1-ol